(S,E)-1-(5-Chloro-4-(2-(2-cyano-[1,1'-biphenyl]-3-yl)vinyl)-2-methoxybenzyl)piperidine-2-carboxylic acid ClC=1C(=CC(=C(CN2[C@@H](CCCC2)C(=O)O)C1)OC)\C=C\C=1C(=C(C=CC1)C1=CC=CC=C1)C#N